[N+](=O)([O-])C1=CC(=CC=2OCC3(CC3)NC21)S(=O)(=O)N 5-nitro-2H,4H-spiro[benzo[b][1,4]oxazine-3,1'-cyclopropane]-7-sulfonamide